2-(1-Aminocyclopropyl)-4-(6-(2,5-difluorophenyl)-6-(1-methyl-2-oxo-1,2-dihydropyridin-3-yl)hexa-1,3-diyn-1-yl)-1H-pyrrole NC1(CC1)C=1NC=C(C1)C#CC#CCC(C=1C(N(C=CC1)C)=O)C1=C(C=CC(=C1)F)F